C12C(CCCC1)C(=O)OC2=O Cyclohexane-1,2-dicarboxylic acid anhydride